[6-amino-9-[2-carboxy-4-[5-(2,5-dioxopyrrol-1-yl)pentyl-carbamoyl]phenyl]-4,5-disulfoxanthen-3-ylidene]azanium NC=1C(=C2OC3=C(C(C=CC3=C(C2=CC1)C1=C(C=C(C=C1)C(NCCCCCN1C(C=CC1=O)=O)=O)C(=O)O)=[NH2+])S(=O)(=O)O)S(=O)(=O)O